4-(7-(2-amino-7-fluorobenzo-[d]thiazol-4-yl)-6-chloro-8-fluoro-2-(((2R,7aS)-2-fluorotetrahydro-1H-pyrrolizin-7a(5H)-yl)meth-oxy)quinazolin-4-yl)-1,4-thiazepane 1,1-dioxide NC=1SC2=C(N1)C(=CC=C2F)C2=C(C=C1C(=NC(=NC1=C2F)OC[C@]21CCCN1C[C@@H](C2)F)N2CCS(CCC2)(=O)=O)Cl